The molecule is a Delta(4)-dafachronic acid that has S configuration at position 25 (the carbon attached to the carboxy group). Found in Caenorhabditis elegans. It has a role as a Caenorhabditis elegans metabolite. It is a conjugate acid of a (25S)-Delta(4)-dafachronate. C[C@H](CCC[C@H](C)C(=O)O)[C@H]1CC[C@@H]2[C@@]1(CC[C@H]3[C@H]2CCC4=CC(=O)CC[C@]34C)C